N-acetyl-d-[6-3H]-glucosamine C(C[2H])(=O)N[C@H]1C(O)O[C@@H]([C@H]([C@@H]1O)O)C(O)[3H]